(E)-N-Cyclopropyl-3-(3-(3,3-difluoropyrrolidin-1-yl)-3-oxoprop-1-en-1-yl)-7-hydroxy-4-isobutyl-5-oxo-4,5-dihydropyrazolo[1,5-a]pyrimidine-6-carboxamide C1(CC1)NC(=O)C=1C(N(C=2N(C1O)N=CC2\C=C\C(=O)N2CC(CC2)(F)F)CC(C)C)=O